2-(2,3-epoxypropoxy)methyl-2'-methoxyl-methoxy-1,1'-binaphthyl C(C1CO1)OCC1=C(C2=CC=CC=C2C=C1OC)C1=C(C=CC2=CC=CC=C12)OC